gamma-methacryloxypropyl-methyltrioxysilane C(C(=C)C)(=O)OCCC[SiH2]OOOC